1-([1,1-biphenyl]-4-yl)-2-((3aR,5r,6aS)-5-benzyl-5-hydroxyhexahydrocyclopenta[c]pyrrol-2(1H)-yl)ethanone C1(=CC=C(C=C1)C(CN1C[C@@H]2[C@H](C1)CC(C2)(O)CC2=CC=CC=C2)=O)C2=CC=CC=C2